1-methyl-3-octylimidazolebis-salicylic acid CN1C(N(C(=C1)C=1C=CC=C(C1C(=O)O)O)CCCCCCCC)C=1C=CC=C(C1C(=O)O)O